tert-butyl 2-[1-[3-(2,6-dibenzyloxy-3-pyridyl)-1-methyl-indazol-6-yl]-4-piperidyl]acetate C(C1=CC=CC=C1)OC1=NC(=CC=C1C1=NN(C2=CC(=CC=C12)N1CCC(CC1)CC(=O)OC(C)(C)C)C)OCC1=CC=CC=C1